C(#N)N1C[C@]2(CCO2)[C@H](C1)NC(=O)C1=NNC(=C1)C1=C(C=CC=C1)OC1=CC=CC=C1 N-((4R,8S)-6-cyano-1-oxa-6-azaspiro[3.4]octan-8-yl)-5-(2-phenoxyphenyl)-1H-pyrazole-3-carboxamide